C(#N)CC=1C2=C(S(C1C#CC)(=O)=O)C(=CC=C2)NC2CCN(CC2)C 3-(3-(cyanomethyl)-7-((1-methylpiperidin-4-yl)amino)-1,1-dioxidobenzo[b]thiophen-2-yl)prop-2-yn